C(OC1=NC=C(C=O)C=C1)([2H])([2H])[2H] 6-(methoxy-d3)nicotinaldehyde